Cis-4-chloro-2-[4-(4-fluoro-N-isopropyl-anilino)cyclohexyl]-5-[[(3R)-tetrahydropyran-3-yl]methylamino]pyridazin-3-one ClC=1C(N(N=CC1NC[C@@H]1COCCC1)[C@@H]1CC[C@@H](CC1)N(C1=CC=C(C=C1)F)C(C)C)=O